CC[C@]1(C[C@@H](C2=C(C3=C(C=C2[C@H]1C(=O)OC)C(=O)C4=C(C3=O)C(=CC=C4)O)[O-])O[C@H]5C[C@@H]([C@@H]([C@@H](O5)C)O[C@H]6C[C@@H]([C@@H]([C@@H](O6)C)O[C@H]7C[C@@H]([C@@H]([C@@H](O7)C)O)O)O)[NH+](C)C)O The molecule is a zwitterion obtained by transfer of a proton from the 5-hydroxy to the tertiary amino group of 2-deoxy-alpha-L-fucosylaclacinomycin S. It is the major microspecies at pH 7.3 (according to Marvin v 6.2.0.). It is a tautomer of a 2-deoxy-alpha-L-fucosylaclacinomycin S.